3-((6-cyano-5-fluoro-1-methyl-1H-benzo[d]imidazol-2-yl)amino)-N-hydroxybenzamide C(#N)C=1C(=CC2=C(N(C(=N2)NC=2C=C(C(=O)NO)C=CC2)C)C1)F